CSC1=NC=CC(=N1)C1(CCNCC1)C(=O)OCC ethyl 4-(2-(methylthio)pyrimidin-4-yl)piperidine-4-carboxylate